6-fluoro-5-methoxy-2-[2-methyl-4-(2,2,2-trifluoro-1,1-dimethyl-ethyl)phenyl]-1H-quinolin-4-one FC=1C(=C2C(C=C(NC2=CC1)C1=C(C=C(C=C1)C(C(F)(F)F)(C)C)C)=O)OC